3-(cyclopentoxy)butanoic acid C1(CCCC1)OC(CC(=O)O)C